(2S)-N-[(1S)-1-cyano-2-(5-{1'-methyl-2,3-dihydrospiro[indene-1,4'-piperidin]-6-yl}thieno[3,2-b]thiophen-2-yl)ethyl]-1,4-oxazocane-2-carboxamide C(#N)[C@H](CC1=CC2=C(S1)C=C(S2)C2=CC=C1CCC3(CCN(CC3)C)C1=C2)NC(=O)[C@H]2OCCCCNC2